PENTARIC ACID C(C(C(=O)O)O)(C(C(=O)O)O)O